tert-butyl (S)-3-((4-aminophenyl)carbamoyl)piperidine-1-carboxylate NC1=CC=C(C=C1)NC(=O)[C@@H]1CN(CCC1)C(=O)OC(C)(C)C